1-phenylpropanedione-2-(ethoxycarboxy) oxime C(C)OOC(=O)ON=C(C(=O)C1=CC=CC=C1)C